3-((6-Morpholino-1-oxoisoquinolin-2(1H)-yl)methyl)-N-((1-(2,2,2-trifluoroethyl)piperidin-4-yl)methyl)benzamide O1CCN(CC1)C=1C=C2C=CN(C(C2=CC1)=O)CC=1C=C(C(=O)NCC2CCN(CC2)CC(F)(F)F)C=CC1